BrCCCCCCCC=O 8-bromo-1-octanal